methyl 2-(4-((tert-butoxycarbonyl) amino) bicyclo[2.2.2]octan-1-yl)-2H-indazole-6-carboxylate C(C)(C)(C)OC(=O)NC12CCC(CC1)(CC2)N2N=C1C=C(C=CC1=C2)C(=O)OC